tert-butyl 1,7-diazaspiro[3.5]nonane-7-carboxylate N1CCC12CCN(CC2)C(=O)OC(C)(C)C